1-(2-((1S,2aS,2bR,4aR,6R,8aS,8bS,10aS)-6-hydroxy-6,8a,10a-trimethylhexadecahydrocyclobuta[a]phenanthren-1-yl)-2-oxoethyl)-1H-pyrazole-4-carbonitrile O[C@@]1(CC[C@@]2([C@H]3CC[C@]4([C@H]([C@@H]3CC[C@@H]2C1)C[C@@H]4C(CN4N=CC(=C4)C#N)=O)C)C)C